N-(2-Oxo-1-(2,2,2-trifluoroethyl)piperidin-3-yl)-5-((3-(2,2,2-trifluoroethoxy)pyridin-2-yl)oxy)pyrazolo[1,5-a]pyridine-2-carboxamide O=C1N(CCCC1NC(=O)C1=NN2C(C=C(C=C2)OC2=NC=CC=C2OCC(F)(F)F)=C1)CC(F)(F)F